3-hydroxy-2-hydroxymethyl-propionitrile OCC(C#N)CO